FC1=CC2=C(OCC(N2)=O)N=C1C=1N=NN(C1NC(O[C@H](C)C=1C(=NC=CC1)Cl)=O)C (R)-1-(2-chloropyridin-3-yl)ethyl (4-(7-fluoro-2-oxo-2,3-dihydro-1H-pyrido[2,3-b][1,4]oxazin-6-yl)-1-methyl-1H-1,2,3-triazol-5-yl)carbamate